C(#N)[NH2+]C#N Dicyanoammonium